diisopropoxy-phenoxy(trimethylsiloxy)titanium C(C)(C)O[Ti](O[Si](C)(C)C)(OC1=CC=CC=C1)OC(C)C